tert-butyl-1,6-diazaspiro[3.4]octane-6-carboxylate C(C)(C)(C)OC(=O)N1CC2(CCN2)CC1